ISOPROPYL ((S)-(((2R,3S,5R)-5-(4-AMINO-2-OXO-1,3,5-TRIAZIN-1(2H)-YL)-3-HYDROXYTETRAHYDROTHIOPHEN-2-YL)METHOXY)(PHENOXY)PHOSPHORYL)-L-ALANINATE NC1=NC(N(C=N1)[C@H]1C[C@@H]([C@H](S1)CO[P@](=O)(OC1=CC=CC=C1)N[C@@H](C)C(=O)OC(C)C)O)=O